4-[4-fluoro-2-(trifluoromethyl)phenoxy]-5H,6H,7H,8H-pyrido[3,4-d]pyrimidine-7-carboxylic acid tert-butyl ester C(C)(C)(C)OC(=O)N1CC=2N=CN=C(C2CC1)OC1=C(C=C(C=C1)F)C(F)(F)F